BrC=1N=C(N(N1)C1=NC=CC=C1)C(C)N(C(C1=CC(=CC(=C1)C(F)(F)F)C(F)(F)F)=O)C N-[1-[5-bromo-2-(2-pyridyl)-1,2,4-triazol-3-yl]ethyl]-N-methyl-3,5-bis(trifluoromethyl)benzamide